C(C)(C)(C)C1=CC(=C(C=C1Cl)C1=CC(C(=C(N1)C)C1=CC=CC(=N1)C#N)=O)C 6-[6-(4-tert-butyl-5-chloro-2-methyl-phenyl)-2-methyl-4-oxo-1H-pyridin-3-yl]pyridine-2-carbonitrile